tert-butyl 6-(3-(2,2-dimethyl-4-oxopiperidin-1-yl)-5-methyl-1H-pyrazol-1-yl)-2-azaspiro[3.3]heptane-2-carboxylate CC1(N(CCC(C1)=O)C1=NN(C(=C1)C)C1CC2(CN(C2)C(=O)OC(C)(C)C)C1)C